C(#N)C1=C(C=CC(=N1)C(=O)NC)C1CCN(CC1)CC1=NC=NC(=C1)NC(=O)NCC 6-cyano-5-(1-((6-(3-ethylureido)pyrimidin-4-yl)methyl)piperidin-4-yl)-N-methylpicolinamide